C(C)C(C(=O)OCCOC(C(CC)CC)=O)CC ethylene glycol bis(2-ethylbutyrate)